((((1-carboxyethyl)thio)thiocarbonyl)thio)propionic acid C(=O)(O)C(C)SC(=S)SC(C(=O)O)C